N-(2-cyclopropylethyl)-3-((4-(pyridin-2-ylmethoxy)phenyl)amino)benzamide C1(CC1)CCNC(C1=CC(=CC=C1)NC1=CC=C(C=C1)OCC1=NC=CC=C1)=O